COC=1C=C(C2=CC=CC=C2C1)C(=O)N 3-methoxy-1-naphthamide